C(C)(C)(C)N1N=NC(=C1)C(=O)NCC1=C(C=C(C=C1)C1=C(C=NC=C1)N1CC(CC1)N(C(C=C)=O)C)C 1-(tert-butyl)-N-(2-methyl-4-(3-(3-(N-methylacrylamido)pyrrolidin-1-yl)pyridin-4-yl)benzyl)-1H-1,2,3-triazole-4-carboxamide